(3R)-7-[2-(1-acetyl-3-piperidyl)tetrazol-5-yl]-3-amino-5-[(4-chlorophenyl)-methyl]-8-fluoro-1,1-dioxo-2,3-dihydro-1λ6,5-benzo-thiazepin-4-one C(C)(=O)N1CC(CCC1)N1N=C(N=N1)C=1C(=CC2=C(N(C([C@H](CS2(=O)=O)N)=O)CC2=CC=C(C=C2)Cl)C1)F